1-(6-bromonaphthalen-2-yl)cyclobutan-1-ol BrC=1C=C2C=CC(=CC2=CC1)C1(CCC1)O